tert-butyl N-[3-[4-[[1-[1-(2,6-dioxo-3-piperidyl)-3-methyl-2-oxo-benzimidazol-5-yl]-4-piperidyl]oxy]-1-piperidyl]propyl]carbamate O=C1NC(CCC1N1C(N(C2=C1C=CC(=C2)N2CCC(CC2)OC2CCN(CC2)CCCNC(OC(C)(C)C)=O)C)=O)=O